C(CCCCCC)C1C(CCC(C1CCCCCCCCCN=C=O)CCCCCCCCCN=C=O)CCCCC 2-heptyl-3,4-bis(9-isocyanatononyl)-1-pentyl-cyclohexane